NC1=CC(=C(OC2=CC(=NC=C2)C=2C=NN(C2)CC(C)(O)C)C=C1)F 1-(4-(4-(4-amino-2-fluorophenoxy)pyridin-2-yl)-1H-pyrazol-1-yl)-2-methylpropan-2-ol